methyl 6-[3-chloro-4-(cyclopropylmethylamino)phenyl]pyridine-3-carboxylate ClC=1C=C(C=CC1NCC1CC1)C1=CC=C(C=N1)C(=O)OC